di(3-methylphenyl)methane CC=1C=C(C=CC1)CC1=CC(=CC=C1)C